7-fluoro-2-methyl-indazol-5-amine FC1=CC(=CC2=CN(N=C12)C)N